methyl (((cis-3-(2-amino-6-methoxy-9H-purin-9-yl)cyclobutyl)methoxy)(4-bromophenoxy)phosphoryl)-L-alaninate NC1=NC(=C2N=CN(C2=N1)[C@H]1C[C@H](C1)COP(=O)(OC1=CC=C(C=C1)Br)N[C@@H](C)C(=O)OC)OC